COC(=O)C1=C(N=C(N1)CCC)CC 4-ethyl-2-propyl-1H-imidazole-5-carboxylic acid methyl ester